C(C)(C)(C)OC(=O)N1N=C(C2=CC=C(C=C12)[C@@H]1C[C@@]12C(N(C1=CC=C(C=C21)OC)C(=O)OC(C)(C)C)=O)NC2=NC(=NC=C2OC)C Tert-butyl (1R,2S)-2-[1-(tert-butoxycarbonyl)-3-[(5-methoxy-2-methylpyrimidin-4-yl)amino]indazol-6-yl]-5'-methoxy-2'-oxospiro[cyclopropane-1,3'-indole]-1'-carboxylate